N1(N=CC=C1)CCC=1N(C=2C(=C3CC[C@@H](N(C3=CC2)C(=O)OC)C)N1)CCNCC=1C=NN(C1)C methyl (S)-2-(2-(1H-pyrazol-1-yl)ethyl)-7-methyl-3-(2-(((1-methyl-1H-pyrazol-4-yl)methyl)amino)ethyl)-3,7,8,9-tetrahydro-6H-imidazo[4,5-f]quinoline-6-carboxylate